((4aR,8aS)-1-(4-fluorophenyl)-6-((2-methyl-2H-1,2,3-triazol-4-yl)sulfonyl)-4,4a,5,6,7,8,8a,9-octahydro-1H-pyrazolo[3,4-g]isoquinolin-4a-yl)(pyridin-2-yl)methanone FC1=CC=C(C=C1)N1N=CC2=C1C[C@@H]1CCN(C[C@]1(C2)C(=O)C2=NC=CC=C2)S(=O)(=O)C2=NN(N=C2)C